P([O-])([O-])=O.[Cu+2] copper phosphonate salt